ClC=1C2=C(N=CN1)N(C=C2C(F)(F)F)COCC[Si](C)(C)C 2-[[4-chloro-5-(trifluoromethyl)pyrrolo[2,3-d]pyrimidin-7-yl]methoxy]ethyl-trimethyl-silane